2,2'-bis(methoxy)-1,1'-binaphthyl COC1=C(C2=CC=CC=C2C=C1)C1=C(C=CC2=CC=CC=C12)OC